(-)-p-[(4aR*,10bS*)-9-ethoxy-1,2,3,4,4a,10b-hexahydro-methoxy-8-methoxy-2-methylbenzo[c][1,6]naphthyridin-6-yl]-N,N-diisopropylbenzamide C(C)OC1=CC2=C(C(=N[C@@H]3CCN(C([C@@H]23)OC)C)C2=CC=C(C(=O)N(C(C)C)C(C)C)C=C2)C=C1OC |o1:9,14|